1-[3-fluoro-5-isobutyl-2-(2H-tetrazol-5-yl)phenyl]-4-[(4-methoxy-2-pyridyl)methyl]piperazine FC=1C(=C(C=C(C1)CC(C)C)N1CCN(CC1)CC1=NC=CC(=C1)OC)C=1N=NNN1